N[C@H](C(=O)O)CC=1N=CNC1 (S)-α-amino-1H-imidazole-4-propionic acid